6-[4-[Acetyl-(cyclopropylmethyl)amino]-3-chloro-phenyl]-N-(3-pyridylmethyl)pyridine-3-carboxamide C(C)(=O)N(C1=C(C=C(C=C1)C1=CC=C(C=N1)C(=O)NCC=1C=NC=CC1)Cl)CC1CC1